OC1=C(C(=CC(=C1S(=O)(=O)CC(=O)N)CCCCC)O)C1C(CCC(=C1)C)C(=C)C (2,6-dihydroxy-5'-methyl-4-pentyl-2'-(prop-1-en-2-yl)-1',2',3',4'-tetrahydro-[1,1'-biphenyl]-3-ylsulfonyl)acetamide